C(C)(C)(C)OC(N(C)CCNC(=O)C=1SC=C(C1NC(CN1CCCCCC1)=O)C)=O tert-butyl(2-(3-(2-(azepan-1-yl)acetamido)-4-methylthiophene-2-carboxamido)ethyl)(methyl)carbamate